(S)-2-(6-(hydroxymethyl)-5-(3-(5-methylpyridin-2-yloxy)pyrrolidin-1-yl)pyridin-2-yl)benzaldehyde OCC1=C(C=CC(=N1)C1=C(C=O)C=CC=C1)N1C[C@H](CC1)OC1=NC=C(C=C1)C